5-[1-(2,6-dichloro-4-cyclopropylphenyl)-1H-pyrazol-3-yl]-2-methyl-benzonitrile ClC1=C(C(=CC(=C1)C1CC1)Cl)N1N=C(C=C1)C=1C=CC(=C(C#N)C1)C